1-(3'-(3-(4-(tert-butyl)piperazin-1-yl)isoxazol-5-yl)-3-chloro-5'-fluoro-2'-methoxy-[1,1'-biphenyl]-4-yl)-3-methyl-1H-imidazol-2(3H)-one C(C)(C)(C)N1CCN(CC1)C1=NOC(=C1)C=1C(=C(C=C(C1)F)C1=CC(=C(C=C1)N1C(N(C=C1)C)=O)Cl)OC